tert-butyl 3-[2,5-dioxo-4-(3-pyridyl) imidazolidin-4-yl]propanoate O=C1NC(C(N1)(C=1C=NC=CC1)CCC(=O)OC(C)(C)C)=O